BrCCCCC12C=CC(CC1)C2 Bromobutyl-Norbornen